Cl.FC1(CC12C(CNCC2)(C)C)F 1,1-difluoro-4,4-dimethyl-6-azaspiro[2.5]octane hydrochloride